(5-cyclopentyl-2-pyridyl)hydrazine C1(CCCC1)C=1C=CC(=NC1)NN